C(#CC1=CC=C(C=O)C=C1)C1=CC=C(C=O)C=C1 4,4'-(acetylene-1,2-diyl)dibenzoaldehyde